C(CCC)C1(CCC1)C(/C=C/[C@H]1OC[C@@H]2OC3=C(CC[C@@H]21)C=CC(=C3C)C(=O)O)O (1R,3aR,10aR)-1-[(1E,3ξ)-3-(1-butylcyclobutyl)-3-hydroxy-1-propen-1-yl]-5-methyl-1,3,3a,9,10,10a-hexahydrofuro[3,4-b][1]benzoxepin-6-carboxylic acid